4-methyl-biphenyl isonitrile N#[C-].CC1=CC=C(C=C1)C1=CC=CC=C1